2-[2-(2-Methoxyethoxy)ethoxy]ethyl-amine COCCOCCOCCN